9,9'-(2-(9H-carbazol-9-yl)-4,6-bis(4,6-diphenylpyrimidin-2-yl)-1,3-phenylene)bis(3-methyl-9H-carbazole) C1=CC=CC=2C3=CC=CC=C3N(C12)C1=C(C(=CC(=C1N1C2=CC=CC=C2C=2C=C(C=CC12)C)C1=NC(=CC(=N1)C1=CC=CC=C1)C1=CC=CC=C1)C1=NC(=CC(=N1)C1=CC=CC=C1)C1=CC=CC=C1)N1C2=CC=CC=C2C=2C=C(C=CC12)C